COC1=C(C=CC=C1)C1CCCC=2N=C3N(C=C(C=C3)C=3C=NC(=NC3)N3CC4N(CC3)C(NC4)=O)C21 7-(5-(9-(2-methoxyphenyl)-6,7,8,9-tetrahydrobenzo[4,5]imidazo[1,2-a]pyridin-2-yl)pyrimidin-2-yl)hexahydroimidazo[1,5-a]pyrazin-3(2H)-one